OC[C@H]1N(C[C@@H](C1)C)C1=C(C(N(N=C1)COCC[Si](C)(C)C)=O)C(F)(F)F 5-[(2S,4R)-2-(hydroxymethyl)-4-methylpyrrolidin-1-yl]-4-(trifluoromethyl)-2-[[2-(trimethyl-silyl)ethoxy]methyl]-2,3-dihydropyridazin-3-one